COC1=CC=C(C=C1)\N=C\C(=O)OCC Ethyl (2E)-2-(4-methoxyphenyl)iminoacetate